(±)-3-(3-oxo-5-(pyrazin-2-yl)-6,7-dihydro-3H-pyrrolo[2,1-c][1,2,4]triazol-2(5H)-yl)bicyclo[1.1.1]pentane-1-carbonitrile O=C1N2C(=NN1C13CC(C1)(C3)C#N)CC[C@@H]2C2=NC=CN=C2 |r|